2-(3-(N,N-bis(4-methoxybenzyl)sulfamoyl)-5-(1-hydroxycyclobutyl)-1H-pyrazol-1-yl)ethyl 4-methylbenzenesulfonate CC1=CC=C(C=C1)S(=O)(=O)OCCN1N=C(C=C1C1(CCC1)O)S(N(CC1=CC=C(C=C1)OC)CC1=CC=C(C=C1)OC)(=O)=O